C1C(CC2=CC=CC=C12)NC(=O)C=1C=CC2=C(N=C(O2)CC(=O)O)C1 2-(5-((2,3-dihydro-1H-inden-2-yl)carbamoyl)benzo[d]oxazol-2-yl)acetic acid